P(=O)([O-])([O-])[O-].[Ra+2].P(=O)([O-])([O-])[O-].[Ra+2].[Ra+2] Radium phosphat